C(C)N1C2=C([C@@H]([C@@H](C1=O)NC(C1=CC(=CC=C1)C(C)C)=O)C1=CC=C(C=C1)F)C(=NN2C2=CC=CC=C2)C N-[(4S,5S)-7-ethyl-4-(4-fluorophenyl)-3-methyl-6-oxo-1-phenyl-1H,4H,5H,6H,7H-pyrazolo[3,4-b]pyridin-5-yl]-3-(propan-2-yl)benzamide